Dimethyl-vinyl-ethoxysilane C[Si](OCC)(C=C)C